C(C=C)(=O)N1CC(CC1)C1=C2C(=C(NC2=C(C=C1F)C(=O)N)C)C 4-(1-acryloylpyrrolidin-3-yl)-5-fluoro-2,3-dimethyl-1H-indole-7-carboxamide